2-carbonyl-2-((Ethyl 2,4,5-trifluorophenyl)amino)acetate C(=O)=C(C(=O)[O-])NC1=C(C(=C(C(=C1)F)F)CC)F